3-chloro-1-cyclopropyl-6-(methylthio)-1H-pyrazolo[3,4-d]pyrimidine ClC1=NN(C2=NC(=NC=C21)SC)C2CC2